N-((2-formylquinolin-6-yl)methyl)methanesulfonamide C(=O)C1=NC2=CC=C(C=C2C=C1)CNS(=O)(=O)C